NC1=C(C2=CC=CC=C2C=C1)C1=CC=CC2=CC=CC=C12 2-amino-1,1'-binaphthyl